CC=1C=C(C=C(C1O)C)C=CC1=CC(=C(C(=C1)C)O)C 3,5,3',5'-tetramethyl-4,4'-dihydroxystilbene